3-(p-Tolyl)-N-(1H-pyrazol-3-yl)-N-(tetrahydrothiophen-2-ylmethyl)prop-2-enamide C1(=CC=C(C=C1)C=CC(=O)N(CC1SCCC1)C1=NNC=C1)C